C1=CC=CC=2C3=CC=CC=C3C(C12)COC(=O)N[C@H](CC(=O)O)C1=CC=CC=C1 (R)-3-(9H-fluoren-9-ylmethoxycarbonyl-amino)-3-phenyl-propionic acid